2-methoxy-4-(2-propenyl)-phenyl benzoate C(C1=CC=CC=C1)(=O)OC1=C(C=C(C=C1)CC=C)OC